(S)-2-((R)-2-(adamantane-1-carboxamido)-6-(2-oxopiperidin-1-yl) hexanamido)-6-diazo-5-oxohexanoate C12(CC3CC(CC(C1)C3)C2)C(=O)N[C@@H](C(=O)N[C@H](C(=O)[O-])CCC(C=[N+]=[N-])=O)CCCCN2C(CCCC2)=O